OC(CCC)C1=NC=C(C(=N1)C)C1=NC=C2C=C(N=CC2=C1)C1(CC1)C(=O)N {7-[2-(1-hydroxybutyl)-4-methylpyrimidin-5-yl]-2,6-naphthyridin-3-yl}cyclopropanecarboxamide